C(C=C)(=O)N1CC(C1)N1C[C@@H]2N(C3=C(OC2)C=C(C=C3)C=3C=2N(C=C(C3)Br)N=CC2C#N)CC1 (S)-4-(3-(1-acryloylazetidin-3-yl)-1,2,3,4,4a,5-hexahydrobenzo[b]pyrazino[1,2-d][1,4]oxazin-8-yl)-6-bromopyrazolo[1,5-a]pyridine-3-carbonitrile